CC1=C(C=CC(=C1)C)[C@H]1N(CCC1)C=1C(=C(C(=O)N[C@H](C)\C=C\S(=O)(=O)C)C=CC1)F ((S)-2-(2,4-Dimethylphenyl)pyrrolidin-1-yl)-2-fluoro-N-((R,E)-4-(methylsulfonyl)but-3-en-2-yl)benzamide